CNC(CC=1C=2N(N=CC1)C=C(N2)C)=O N-methyl-2-(2-methylimidazo[1,2-b]pyridazin-8-yl)acetamide